3-(1-oxo-5-(1-(3-(phenylamino)benzyl)piperidin-4-yl)isoIndolin-2-yl)piperidine O=C1N(CC2=CC(=CC=C12)C1CCN(CC1)CC1=CC(=CC=C1)NC1=CC=CC=C1)C1CNCCC1